FC1=C(C(=C(C=C1OC)OC)F)C1=NC=C2C=C(N=CC2=C1)NC1=C(C=C(C=C1)CN1CCN(CC1)C)NC(C=C)=O N-(2-((7-(2,6-difluoro-3,5-dimethoxyphenyl)-2,6-naphthyridin-3-yl)amino)-5-((4-methylpiperazin-1-yl)meth-yl)phenyl)acrylamide